C1(CC1)C1=C(C=CC=C1)C=1C=C2[C@@H](CC3(CNCC3)C2=CC1)O (3R)-5-(2-cyclopropylphenyl)-2,3-dihydrospiro[indene-1,3'-pyrrolidine]-3-ol